C(C=C)C1(N(CCC1)C(=O)OC(C)(C)C)CO tert-butyl 2-allyl-2-(hydroxymethyl)pyrrolidine-1-carboxylate